5-(6-methoxypyrimidin-4-yl)-1H-pyrazole-3-carboxylic acid ethyl ester C(C)OC(=O)C1=NNC(=C1)C1=NC=NC(=C1)OC